2-(7-(4-fluoro-2-(2-methoxyethoxy)phenyl)-4-(1,2,3,4-tetrahydroisoquinolin-6-yl)thieno[3,2-c]pyridin-6-yl)-1H-benzo[d]imidazol-6-amine FC1=CC(=C(C=C1)C=1C2=C(C(=NC1C1=NC3=C(N1)C=C(C=C3)N)C=3C=C1CCNCC1=CC3)C=CS2)OCCOC